7-bromo-3-butyl-8-methoxy-2-methyl-5-phenyl-2,3,4,5-tetrahydropyrido[2,3-f][1,2,5]thiadiazepine 1,1-dioxide BrC=1C(=CC2=C(N(CC(N(S2(=O)=O)C)CCCC)C2=CC=CC=C2)N1)OC